NC1=CC=C(C=C1)C1(CC1)NC(OC(C)(C)C)=O tert-butyl (1-(4-aminophenyl)cyclopropyl)carbamate